tert-Butyl 4-((4-(5-(imidazo[1,2-b]pyridazin-3-ylcarbamoyl)-6-methoxy-2H-indazol-2-yl)cyclohexyl)amino)piperidine-1-carboxylate N=1C=C(N2N=CC=CC21)NC(=O)C2=CC1=CN(N=C1C=C2OC)C2CCC(CC2)NC2CCN(CC2)C(=O)OC(C)(C)C